NC1=C(C=CC=C1)C1=C(C(=O)N)C=CC(=C1)NC1=NC=C(C(=N1)C=1N=NN(C1)C1CCCCC1)F.[N] nitrogen (2-aminophenyl)-4-((4-(1-cyclohexyl-1H-1,2,3-triazol-4-yl)-5-fluoropyrimidin-2-yl)amino)benzamide